(R)-4-(2-Amino-4-((1-hydroxy-2-methylhexan-2-yl)amino)pyrido[3,2-d]pyrimidin-7-yl)-5-((but-3-en-1-yl(methyl)amino)methyl)-1-(1-methylpiperidin-4-yl)pyridin-2(1H)-one NC=1N=C(C2=C(N1)C=C(C=N2)C2=CC(N(C=C2CN(C)CCC=C)C2CCN(CC2)C)=O)N[C@@](CO)(CCCC)C